trichloroperoxybenzoic acid ClC1=C(C(=C(C(=O)OO)C=C1)Cl)Cl